2'-deoxycytidine 5'-triphosphate sodium salt [Na+].P([O-])(=O)(OP(=O)([O-])OP(=O)([O-])[O-])OC[C@@H]1[C@H](C[C@@H](O1)N1C(=O)N=C(N)C=C1)O.[Na+].[Na+].[Na+]